NC1=C(C(NC(N1)=O)=O)N diamino-uracil